C(CCC\C=C/CC)OC(CCC(=O)OCCCCCCN(CCCCCCCC(=O)OCC(CCCCCC)CCCC)CCCO)OCCCC\C=C/CC 2-butyloctyl 8-((6-((4,4-bis(((Z)-oct-5-en-1-yl)oxy)butanoyl)oxy)hexyl)(3-hydroxypropyl)amino)octanoate